C(#N)C1=C2C=CC(=NC2=CC(=C1)NC(OC(C)(C)C)=O)[C@@H]1[C@H](C1)C1=NC=CC(=N1)C |o1:20,21| tert-butyl (5-cyano-2-((1S*,2S*)-2-(4-methylpyrimidin-2-yl)cyclopropyl)quinolin-7-yl)carbamate